(E)-1-[4-(Cyclopropylmethoxy)-2-hydroxyphenyl]-3-(4-hydroxyphenyl)prop-2-en-1-one C1(CC1)COC1=CC(=C(C=C1)C(\C=C\C1=CC=C(C=C1)O)=O)O